C(#N)C=1C=CC(=C2C=CC=NC12)OC1CCC(CC1)NC(C1=C(C=C(C=C1)N1CCC(CC1)C=O)F)=O N-((1r,4r)-4-((8-cyanoquinolin-5-yl)oxy)cyclohexyl)-2-fluoro-4-(4-formylpiperidin-1-yl)benzamide